C1(CC1)COC=1C=C(C=CC1)C1=CC(=C(C(=C1)F)OCCCC(=O)OCC)F ethyl 4-(3'-cyclopropylmethoxy-3,5-difluoro-biphenyl-4-yloxy)-butyrate